ClC=1N=CC2=C(N1)N(C=C2Cl)CCCOC2=NN(C(=C2[N+](=O)[O-])C)C=2N(N=C(C2)C)C 2,5-dichloro-7-(3-((2',5,5'-trimethyl-4-nitro-2'H-[1,3'-bipyrazol]-3-yl)oxy)propyl)-7H-pyrrolo[2,3-d]pyrimidine